2-methyl-3-{1-[7-(7-oxa-2-aza-spiro[3.5]non-2-yl)-3,4,8,9b-tetraaza-cyclopenta[a]naphthalen-5-ylamino]-ethyl}-benzonitrile CC1=C(C#N)C=CC=C1C(C)NC1=NC=2N(C3=CN=C(C=C13)N1CC3(C1)CCOCC3)C=CN2